ClC1=CC(=C2C(=N1)N(C=N2)[C@H]2[C@@H]([C@@H]([C@@H]1C[C@H]21)O)O)NCCF (1R,2R,3S,4R,5S)-4-(5-chloro-7-((2-fluoroethyl)amino)-3H-imidazo[4,5-b]pyridin-3-yl)bicyclo[3.1.0]hexane-2,3-diol